2-fluoro-3-oxo-3-[trans-4-(trifluoromethyl)cyclohexyl]propionitrile FC(C#N)C([C@@H]1CC[C@H](CC1)C(F)(F)F)=O